2-(2-(hexane-3-yloxy)ethoxy)ethan-1-ol CCC(CCC)OCCOCCO